C1=C(C=CC2=CC=CC=C12)C=1C2=CC=CC=C2C(=C2C=CC(=CC12)C1=CC=CC=C1)C1=CC2=CC=CC=C2C=C1 9,10-bis(naphthalen-2-yl)-2-Phenylanthracene